N-benzyl-2-(4-(4-(hydroxymethyl)-1H-1,2,3-triazol-1-yl)phenyl)acetamide C(C1=CC=CC=C1)NC(CC1=CC=C(C=C1)N1N=NC(=C1)CO)=O